1-(3-Nitrophenyl)pyrrolidin-2-one [N+](=O)([O-])C=1C=C(C=CC1)N1C(CCC1)=O